1-[4-[4-[5-(aminomethyl)pyrimidin-2-yl]piperazin-1-yl]-3-(trifluoromethyl)phenyl]-8-(6-methoxy-3-pyridyl)-3-methyl-imidazo[4,5-c]quinolin-2-one trifluoromethanesulfonate FC(S(=O)(=O)O)(F)F.NCC=1C=NC(=NC1)N1CCN(CC1)C1=C(C=C(C=C1)N1C(N(C=2C=NC=3C=CC(=CC3C21)C=2C=NC(=CC2)OC)C)=O)C(F)(F)F